Methyl (2-(2-imino-3-(4-methylbenzyl)-2,3-dihydro-1H-benzo[d]imidazol-1-yl)-3-(p-tolyl)propyl)carbamate N=C1N(C2=C(N1C(CNC(OC)=O)CC1=CC=C(C=C1)C)C=CC=C2)CC2=CC=C(C=C2)C